(3S,4S)-1-Cyclopropylmethyl-4-{[5-(2,4-difluoro-phenyl)-isoxazole-3-carbonyl]-amino}-piperidine-3-carboxylic acid [1-(2-methoxy-phenyl)-cyclopropyl]-amide COC1=C(C=CC=C1)C1(CC1)NC(=O)[C@H]1CN(CC[C@@H]1NC(=O)C1=NOC(=C1)C1=C(C=C(C=C1)F)F)CC1CC1